N-(3-Chlorophenyl)-3-Methoxy-2-Nitrosoaniline ClC=1C=C(C=CC1)NC1=C(C(=CC=C1)OC)N=O